COC(=O)C=1C=NN2C1C(=CC(=C2)C=2C=NN(C2)C)OC 4-methoxy-6-(1-methyl-1H-pyrazol-4-yl)pyrazolo[1,5-a]Pyridine-3-carboxylic acid methyl ester